ClC=1C=CC=2N=CN=C(C2N1)NC1=C(C=C(C(=C1)Cl)OC1=CC2=C(N(C=N2)C)C=C1)F 6-chloro-N-(5-chloro-2-fluoro-4-((1-methyl-1H-benzo[d]imidazol-5-yl)oxy)phenyl)pyrido[3,2-d]pyrimidin-4-amine